[Cl-].[Zn+3].[13C]([13CH2][13CH2]NC([C@H](O)C(C)(C)CO)=O)(=O)O.[Cl-].[Cl-] pantothenic acid-13C3 zinc(III) chloride